3-carbamoyl-6-(2-chloro-6-fluorophenyl)pyridazine C(N)(=O)C=1N=NC(=CC1)C1=C(C=CC=C1F)Cl